C(CCCC)N(C(=O)N1[C@@H]([C@H]2CC[C@@H](C1)N2C(C(C2=CC=CC=C2)C2=CC=CC=C2)=O)C(=O)O)CCCCC (1R,2S,5S)-3-(dipentylcarbamoyl)-8-(2,2-diphenylacetyl)-3,8-diazabicyclo[3.2.1]octane-2-carboxylic acid